2-methyl-2-undecene CC(C)=CCCCCCCCC